2-methyl-2-(2,2,2-trifluoroethoxycarbonyl)bicyclo[2.2.1]Hept-5-ene CC1(C2C=CC(C1)C2)C(=O)OCC(F)(F)F